N-ethyl-N'-(3-(3-fluoro-5-methylbenzyl)-5-methoxy-2-methylphenyl)-N-methylformamidine C(C)N(C=NC1=C(C(=CC(=C1)OC)CC1=CC(=CC(=C1)C)F)C)C